2-chloro-4-hydroxy-3-(5-hydroxytetralin-6-yl)-5-(3-methylphenyl)-7H-thieno[2,3-b]pyridin-6-one ClC1=C(C2=C(NC(C(=C2O)C2=CC(=CC=C2)C)=O)S1)C=1C(=C2CCCCC2=CC1)O